CN1C(N(C2=NC=CC=C21)C=2C=NC(=CC2)N[C@@H]2C[C@H](CC2)NC2=NC=C(N=C2)C)=O 1-Methyl-3-(6-(((1S,3S)-3-((5-methylpyrazin-2-yl)amino)cyclopentyl)amino)pyridin-3-yl)-1,3-dihydro-2H-imidazo[4,5-b]pyridin-2-one